FC=1C=C(C=C(C1)OC)[C@@H](CO)NC(CC)=O N-((S)-1-(3-fluoro-5-methoxyphenyl)-2-hydroxyethyl)propanamide